methyl 2-chloro-5-(dimethylphosphoryl)-4-((tetrahydrofuran-3-yl)oxy)benzoate ClC1=C(C(=O)OC)C=C(C(=C1)OC1COCC1)P(=O)(C)C